((1s,3s)-3-Hydroxy-3-methylcyclobutyl)(2-((6-methyl-5-(trifluoromethyl)pyridin-2-yl)oxy)-7-azaspiro[3.5]nonan-7-yl)methanone OC1(CC(C1)C(=O)N1CCC2(CC(C2)OC2=NC(=C(C=C2)C(F)(F)F)C)CC1)C